L-aspartyl-L-phenylalanine potassium salt [K+].N[C@@H](CC(=O)[O-])C(=O)N[C@@H](CC1=CC=CC=C1)C(=O)[O-].[K+]